ClC=1C=C(NCC2=CC=C(C=C2)C=2OC(=NN2)C(F)F)C=CC1F 3-chloro-N-(4-(5-(difluoromethyl)-1,3,4-oxadiazol-2-yl)benzyl)-4-fluoroaniline